rac-(2S)-3-[1-[(2,4-dimethoxyphenyl)methyl]tetrazol-5-yl]-2-(9H-fluoren-9-ylmethoxycarbonyl-amino)propanoic acid COC1=C(C=CC(=C1)OC)CN1N=NN=C1C[C@@H](C(=O)O)NC(=O)OCC1C2=CC=CC=C2C=2C=CC=CC12 |r|